2-tert-butyl-1,3-butadiene C(C)(C)(C)C(=C)C=C